1,2-ethanediolate C(C[O-])[O-]